2-(3-((S)-(4-methyl-4H-1,2,4-triazol-3-yl)((1r,3S)-3-(trifluoromethoxy)-cyclobutyl)methyl)phenyl)-6-(((1-methylcyclobutyl)amino)methyl)-4-(trifluoromethyl)isoindolin-1-one CN1C(=NN=C1)[C@H](C=1C=C(C=CC1)N1C(C2=CC(=CC(=C2C1)C(F)(F)F)CNC1(CCC1)C)=O)C1CC(C1)OC(F)(F)F